N1(N=NC2=C1C=CC=C2)CC(=O)OCCC=C(F)F 4,4-difluorobut-3-en-1-yl 2-(1H-benzo[d][1,2,3]triazol-1-yl)acetate